(S,E)-3-((3-(2-(2-(4-(dimethylamino)-N-methylbut-2-enamido)-3-methylbutanamido)ethyl)-5-methoxyphenyl)amino)-6-ethyl-5-((tetrahydro-2H-pyran-4-yl)amino)pyrazine-2-carboxamide CN(C/C=C/C(=O)N(C)[C@H](C(=O)NCCC=1C=C(C=C(C1)OC)NC=1C(=NC(=C(N1)NC1CCOCC1)CC)C(=O)N)C(C)C)C